(R)-1,1,1-trifluoro-3-((4-methoxybenzyl)oxy)propan-2-yl 6-((4,4,5,5-tetramethyl-1,3,2-dioxaborolan-2-yl)methylene)-2-azaspiro[3.3]heptane-2-carboxylate CC1(OB(OC1(C)C)C=C1CC2(CN(C2)C(=O)O[C@@H](C(F)(F)F)COCC2=CC=C(C=C2)OC)C1)C